methanoic acid-2-Methylpropan-2-yl ester CC(C)(C)OC=O